(E)-2-((tert-butyldimethylsilyl)oxy)-3-((2-(4-(5-(methylamino)pyrazin-2-yl)but-1-en-3-yn-1-yl) thiazolo[5,4-b]pyridin-5-yl)oxy)propyl 4-methylbenzenesulfonate CC1=CC=C(C=C1)S(=O)(=O)OCC(COC1=CC=C2C(=N1)SC(=N2)\C=C\C#CC2=NC=C(N=C2)NC)O[Si](C)(C)C(C)(C)C